OCCOCCOC12CC3(CC(C[C@H](C1)C3)C2)NCC(=O)N2[C@@H](CCC2)C#N (2S)-1-(((1S,3r,5S)-3-(2-(2-hydroxyethoxy)ethoxy)adamantan-1-yl)glycyl)pyrrolidine-2-carbonitrile